diphenylsulfonium triflate [O-]S(=O)(=O)C(F)(F)F.C1(=CC=CC=C1)[SH+]C1=CC=CC=C1